tert-butyl (S)-methyl(1-(3-(4-methyl-1H-imidazol-1-yl)-5-(4-phenylpicolinamido)benzyl)pyrrolidin-3-yl)carbamate CN(C(OC(C)(C)C)=O)[C@@H]1CN(CC1)CC1=CC(=CC(=C1)NC(C1=NC=CC(=C1)C1=CC=CC=C1)=O)N1C=NC(=C1)C